C(C)C1(NC(N(C(C1)=O)[C@@H]1CCCC2=CC=C(C=C12)C(=O)N[C@H]1[C@@H](CC2=CC=CC=C12)O)=N)CC (4R)-4-(4,4-diethyl-2-imino-6-oxo-hexahydropyrimidin-1-yl)-N-[(1R,2R)-2-hydroxyindan-1-yl]tetralin-6-carboxamide